C1CCC2=C(C=3CCCC3C=C12)NC(=O)N=[S@@](=O)(N)C=1C=NN2C1O[C@@](C2)(C)CO (S,2R)-N'-((1,2,3,5,6,7-hexahydro-s-indacen-4-yl)carbamoyl)-2-(hydroxymethyl)-2-methyl-2,3-dihydropyrazolo[5,1-b]oxazole-7-sulfonimidamide